6-Chloro-N4-(3-chloro-2,6-difluorobenzyl)-2-(methylthio)pyrimidine-4,5-diamine ClC1=C(C(=NC(=N1)SC)NCC1=C(C(=CC=C1F)Cl)F)N